tert-butyl 3-[1-[3,5-dimethoxy-4-(2,2,2-trifluoro ethylcarbamoyl) phenyl]benzimidazol-5-yl]piperidine-1-carboxylate COC=1C=C(C=C(C1C(NCC(F)(F)F)=O)OC)N1C=NC2=C1C=CC(=C2)C2CN(CCC2)C(=O)OC(C)(C)C